2-cyclopentyl-4-[[5-(4-hydroxy-1-piperidyl)-2-pyridyl]amino]-6H-1,6-naphthyridin-5-one C1(CCCC1)C1=NC=2C=CNC(C2C(=C1)NC1=NC=C(C=C1)N1CCC(CC1)O)=O